5-((5-aminopyrazin-2-yl)ethynyl)-N-(5-(trifluoromethyl)-1H-pyrazol-3-yl)nicotinamide NC=1N=CC(=NC1)C#CC=1C=NC=C(C(=O)NC2=NNC(=C2)C(F)(F)F)C1